N1(CCCC1)CCN1C(C2=CC=CC=C2C1=O)=O 2-(2-(pyrrolidin-1-yl)ethyl)isoindoline-1,3-dione